C(C1=CC=CC=C1)N1C2=C(SCC1)C=C(C=C2)NC(=O)NC2=CC=C1C=CNC1=C2 1-(4-benzyl-3,4-dihydro-2H-benzo[b][1,4]thiazin-7-yl)-3-(1H-indol-6-yl)urea